2,3-pentanedial CC(C(CC)=O)=O